NCC[C@H]1CN(CC1)C(=O)OC(C)(C)C tert-butyl (R)-3-(2-aminoethyl)pyrrolidine-1-carboxylate